C(C)OC(CCCCC)=O.[Ba+2].C(C)(C)(C)N1CCNCC1 1-(tert-butyl)piperazine barium(II) ethylhexanoate